[6-[(3,4-dimethylpyrimido[4',5':4,5]thieno[2,3-c]pyridazin-8-yl)amino]-2-azaspiro[3.3]heptan-2-yl]-tetrahydropyran-4-yl-methanone CC1=C(C2=C(N=N1)SC1=C2N=CN=C1NC1CC2(CN(C2)C(=O)C2CCOCC2)C1)C